C(C)N1C(NC2=CC(=CC(=C2C1)F)CN1CCN(CC1)C=1C=CC(=NC1Cl)C(=O)NC)=O 5-(4-((3-ethyl-5-fluoro-2-oxo-1,2,3,4-tetrahydroquinazolin-7-yl)methyl)piperazin-1-yl)-6-chloro-N-methylpyridinecarboxamide